N-(1-(2-cyanophenyl)-1H-pyrazol-3-yl)propionamide C(#N)C1=C(C=CC=C1)N1N=C(C=C1)NC(CC)=O